ClC=1C=C(C=C2C(CCC12)NC)C=1SN=C2C1N=CN(C2=O)CC2(CCN(CC2)C(CC(C2=CC=C(C=C2)F)C2CC2)=O)O 3-(7-chloro-3-(methylamino)-2,3-dihydro-1H-inden-5-yl)-6-((1-(3-cyclopropyl-3-(4-fluorophenyl)propionyl)-4-hydroxypiperidin-4-yl)methyl)isothiazolo[4,3-d]pyrimidin-7(6H)-one